N-(2-((1-((4-chloro-1-methyl-1H-pyrazol-5-yl)methyl)-3-oxoisoindolin-2-yl)methyl)-5-oxa-7-azaspiro[3.4]oct-6-en-6-yl)cyanamide ClC=1C=NN(C1CC1N(C(C2=CC=CC=C12)=O)CC1CC2(C1)OC(=NC2)NC#N)C